O[C@@H]1C[C@H](N(C1)C([C@H](C(C)(C)C)N1N=NC(=C1)C(=C)C)=O)C(=O)NC (2S,4R)-4-hydroxy-1-[(2S)-2-(4-isopropenyltriazol-1-yl)-3,3-dimethyl-butanoyl]-N-methyl-pyrrolidine-2-carboxamide